4-((1-(benzo[d][1,3]dioxol-5-yl)azetidin-3-yl)methyl)-3-oxo-3,4-dihydro-2H-benzo[b][1,4]thiazine-6-carbonyl azide O1COC2=C1C=CC(=C2)N2CC(C2)CN2C1=C(SCC2=O)C=CC(=C1)C(=O)N=[N+]=[N-]